N-methyl-2-(pyridin-3-yloxy)-N-(2-(pyridin-3-yloxy)ethyl)ethan-1-amine CN(CCOC=1C=NC=CC1)CCOC=1C=NC=CC1